C(#N)C=1C=NN2C1C(=CC(=C2)C=2C=NN(C2C)C2CCC(CC2)NC(C)=O)O[C@H](C)C2=NC=C(C=C2)F N-((1R,4r)-4-(4-(3-cyano-4-((R)-1-(5-fluoropyridin-2-yl)ethoxy)pyrazolo[1,5-a]pyridin-6-yl)-5-methyl-1H-pyrazol-1-yl)cyclohex-yl)acetamide